BrC=1C=CC=2C(N(C(C3=CC=CC1C23)=O)C(CCCCCCCCCCC)CCCCCCCCCCC)=O 6-bromo-2-(tricosan-12-yl)-1H-benzo[de]isoquinoline-1,3(2H)-dione